[3-[4-(4-Fluorophenoxy)phenyl]azetidin-1-yl]-[(3R)-3-(1H-tetrazol-5-yl)pyrrolidin-1-yl]methanone FC1=CC=C(OC2=CC=C(C=C2)C2CN(C2)C(=O)N2C[C@@H](CC2)C2=NN=NN2)C=C1